BrCC(=O)N[C@@H](C)C1=C(C=C(C=C1)Cl)C (S)-2-bromo-N-(1-(4-chloro-2-methylphenyl)ethyl)acetamide